2-(3-(2-(2-aminoethoxy)ethoxy)propanamido)-N-(4,5-dimethylthiazol-2-yl)-6-methylnicotinamide NCCOCCOCCC(=O)NC1=C(C(=O)NC=2SC(=C(N2)C)C)C=CC(=N1)C